C(C)(C)(C)NS(=O)(=O)C1=CC(=CC=C1)NC1=NC(=NC=C1C)NC=1N=NC(=CC1)N1CCN(CC1)CC1=C(C=CC=C1)NC1C(NC(CC1)=O)=O N-(tert-butyl)-3-((2-((6-(4-(2-((2,6-dioxopiperidin-3-yl)amino)benzyl)piperazin-1-yl)pyridazin-3-yl)amino)-5-methylpyrimidin-4-yl)amino)benzenesulfonamide